C1(=CC=CC=C1)[C@](C(=O)O)(CC)NC(=O)OCC(Cl)(Cl)Cl (s)-2-Phenyl-2-(((2,2,2-trichloroethoxy)carbonyl)amino)butanoic acid